3-(2,2-difluoroethoxy)-N-[1-[3-[5-(2,2,2-trifluoroethoxy)pyrimidin-2-yl]pyrazin-2-yl]ethyl]-5-(trifluoromethyl)benzamide FC(COC=1C=C(C(=O)NC(C)C2=NC=CN=C2C2=NC=C(C=N2)OCC(F)(F)F)C=C(C1)C(F)(F)F)F